6-(2,4,6-trifluorobenzoylamino)pyridine-2-carboxylic acid FC1=C(C(=O)NC2=CC=CC(=N2)C(=O)O)C(=CC(=C1)F)F